ClC1=C(C=C(C=C1)F)C1NC(C2=C1C(=CC1=C(N(N=C21)C)CC)NC(C2=CC(=CC(=C2)F)C(F)(F)F)=O)=O N-[6-(2-chloro-5-fluorophenyl)-3-ethyl-2-methyl-8-oxo-7,8-dihydro-6H-pyrrolo[4,3-g]indazol-5-yl]-5-fluoro-3-(trifluoromethyl)benzamide